C(#N)C1=CC(=C(CNC2=CC=CC(=N2)C2CCN(CC2)[C@@H](C)C2=NC3=C(N2C[C@H]2OCC2)C=C(C=C3)C(=O)O)C=C1)F 2-((S)-1-(4-(6-((4-cyano-2-fluorobenzyl)amino)pyridin-2-yl)piperidin-1-yl)ethyl)-1-(((S)-oxetan-2-yl)methyl)-1H-benzo[d]imidazole-6-carboxylic acid